FC1=C(C=C(OC2=CC(=C(C=C2C)N=CN(C)CC)C)C=C1)C(F)(F)F N'-(4-(4-fluoro-3-trifluoromethyl-phenoxy)-2,5-dimethyl-phenyl)-N-eth-yl-N-methyl-formamidine